C1=CC=C(C=C1)NC2=CC=C(C=C2)[N+](=O)[O-] 4-nitrodiphenylamine